Cl.N[C@H](CN1C(C=2NC=3C=CC=CC3C2C2=C(C1)C(=CC=C2)Cl)=O)CCCN (S)-6-(2,5-diaminopentyl)-4-chloro-5,8-dihydrobenzo[5,6]azepino[3,4-b]indol-7(6H)-one hydrochloride salt